C(C1=CC=CC=C1)(=O)OCCC(C)OC(C1=CC=CC=C1)=O 1,3-butanediol dibenzoate